NC1=C2N=CN(C2=NC(=N1)Cl)[C@H]1[C@@H]([C@@]([C@H](O1)COC(C(=O)O)C(=O)O)(O)C#C)O 2-(((2R,3S,4R,5R)-5-(6-amino-2-chloro-9H-purin-9-yl)-3-ethynyl-3,4-dihydroxytetrahydrofuran-2-yl)methoxy)malonic acid